C1(=CC=CC=C1)S(=O)(=O)N1C=C(C=2C1=NC=C(C2)F)Br 1-(benzenesulfonyl)-3-bromo-5-fluoro-pyrrolo[2,3-b]pyridine